N-(4-(2-(5-(pentyloxy)pentyl)hydrazine-1-carbonyl)benzyl)thiophene-2-carboxamide C(CCCC)OCCCCCNNC(=O)C1=CC=C(CNC(=O)C=2SC=CC2)C=C1